methyl L-methioninate N[C@@H](CCSC)C(=O)OC